FC(OC1=CC=C(OC2=NC=C(C=C2C(=O)NC2=CN=NC=C2)C(F)(F)F)C=C1)F 2-[4-(difluoromethoxy)phenoxy]-N-pyridazin-4-yl-5-(trifluoromethyl)pyridine-3-carboxamide